ClC1=NC=CC(=N1)OC1=C(C=C(C#N)C=C1C)C 4-((2-chloropyrimidin-4-yl)oxy)-3,5-dimethylbenzonitrile